2,5-dimethyloxazole-4-carboxamide CC=1OC(=C(N1)C(=O)N)C